NC([C@H](C[C@H]1C(NCC1)=O)NC(=O)[C@H]1N(C[C@@H]2[C@@H]3C=C[C@H]([C@H]12)C3)C(=O)OC(C)(C)C)=O tert-butyl (1S,3aR,4S,7R,7aS)-1-(((S)-1-amino-1-oxo-3-((S)-2-oxopyrrolidin-3-yl)propan-2-yl)carbamoyl)-1,3,3a,4,7,7a-hexahydro-2H-4,7-methanoisoindole-2-carboxylate